3,5-dichloro-N-(2-(difluoromethyl)-8-methyl-4-oxo-3-((3-(trifluoromethyl)pyridin-2-yl)methyl)-3,4-dihydroquinazolin-5-yl)-4-hydroxybenzamide ClC=1C=C(C(=O)NC2=C3C(N(C(=NC3=C(C=C2)C)C(F)F)CC2=NC=CC=C2C(F)(F)F)=O)C=C(C1O)Cl